O=C1NC(CCC1N1C(C2=CC(=C(C=C2C1=O)N1CCNCC1)F)=O)=O 4-(2-(2,6-dioxopiperidin-3-yl)-6-fluoro-1,3-dioxoisoindolin-5-yl)piperazine